NC(CNC(COC(C(=O)NC(C(=O)OC(C)C)CCS(=O)(=O)C)CC1=CC=CC=C1)C(CC)C)CS 2-[[2-[[2-[(2-Amino-3-mercaptopropyl)amino]-3-methylpentyl]oxy]-1-oxo-3-phenylpropyl]amino]-4-(methyl-sulfonyl)-butanoic acid, 1-methylethyl ester